6-Amino-2-(5-azepan-1-yl-pyridin-2-ylamino)-8-cyclopentyl-8H-pyrido[2,3-d]pyrimidin-7-one NC1=CC2=C(N=C(N=C2)NC2=NC=C(C=C2)N2CCCCCC2)N(C1=O)C1CCCC1